(benzothiazol-2-yl)-1-methylpyrrolidin-2-one S1C(=NC2=C1C=CC=C2)C2C(N(CC2)C)=O